(6-bromo-4-methoxybenzo[d]isoxazol-3-yl)-5-ethyl-2-methoxybenzenesulfonamide BrC1=CC2=C(C(=NO2)C=2C(=C(C=C(C2)CC)S(=O)(=O)N)OC)C(=C1)OC